(2-(3,8-diazabicyclo[3.2.1]octan-8-yl)-6,6-dimethyl-6,7-dihydrothiazolo[5,4-c]pyridin-5(4H)-yl)(phenyl)methanone C12CNCC(CC1)N2C=2SC=1CN(C(CC1N2)(C)C)C(=O)C2=CC=CC=C2